5-(1,3-dioxoisoindol-2-yl)-4-fluoro-2-toluenesulfonyl chloride O=C1N(C(C2=CC=CC=C12)=O)C1=C(C=C(C(C)=C1)S(=O)(=O)Cl)F